2,4,5-tribromoanisole BrC1=C(C=C(C(=C1)Br)Br)OC